C(NC(=O)C=1N=NC=CC1NC1=C(C=C(C=C1)C=1N=NN(N1)CC)OC(F)(F)F)([2H])([2H])[2H] N-(methyl-d3)-4-((4-(2-ethyl-tetrazol-5-yl)-2-(trifluoromethoxy)phenyl)amino)pyridazine-3-carboxamide